2'-O-methoxyethyl-5-methyluridine-3'-phosphate P(=O)(O)(O)O[C@H]1[C@H]([C@@H](O[C@@H]1CO)N1C(=O)NC(=O)C(=C1)C)OCCOC